C(C=C)(=O)N1C2C(CC1)CN(C2)C2=C1C(=C(NC1=C(C=C2F)C(=O)N)C)C 4-(1-acryloylhexahydropyrrolo[3,4-b]pyrrol-5(1H)-yl)-5-fluoro-2,3-dimethyl-1H-indole-7-carboxamide